OC1=C(C(=O)C2=CC=CC=C2)C=CC(=C1)OCCOC(C=C)=O 2-hydroxy-4-(2-acryloxy-ethoxy)benzophenone